COC=1C=C(C=CC1)C(\C=C\CCCC)=O (E)-1-(3-methoxyphenyl)-2-hepten-1-one